3-Amino-4-(2-chlorophenyl)aminobutan-1-ol hydrochloride salt Cl.NC(CCO)CNC1=C(C=CC=C1)Cl